C1(=CC=CC=C1)/C(=C/C(=O)OC)/C1(CC1)C(F)(F)F methyl (Z)-3-phenyl-3-(1-(trifluoromethyl)cyclopropyl)acrylate